(2R,3R)-3-((3-(2-chlorophenyl)isoxazol-5-yl)-methoxy)-2-(2,4-difluorophenyl)-1-(1H-1,2,4-triazol-1-yl)butan-2-ol ClC1=C(C=CC=C1)C1=NOC(=C1)CO[C@@H]([C@@](CN1N=CN=C1)(O)C1=C(C=C(C=C1)F)F)C